3',5-diallyl-3-[(S)-2,6-diamino-1-hexanoyl]amino-2,4'-dihydroxy-1,1'-biphenyl-dihydrochloride Cl.Cl.C(C=C)C=1C=C(C=CC1O)C1=C(C(=CC(=C1)CC=C)NC([C@H](CCCCN)N)=O)O